4,4-difluoro-N-methoxy-N-methylcyclohexane-1-carboxamide FC1(CCC(CC1)C(=O)N(C)OC)F